2-fluoro-4-nitrobenzoic acid FC1=C(C(=O)O)C=CC(=C1)[N+](=O)[O-]